CC1=CC=C(C=C1)S(=O)(=O)NCC1CC2=CC=CC=C2CC1 4-methyl-N-((1,2,3,4-tetrahydronaphthalen-2-yl)methyl)benzenesulfonamide